2-(azidomethyl)-6,7-dihydrothieno[3,2-c]Pyridine-5(4H)-carboxylic acid tert-butyl ester C(C)(C)(C)OC(=O)N1CC2=C(CC1)SC(=C2)CN=[N+]=[N-]